3-chloro-6-((4-chlorophenyl)(4-(methylsulfonyl)-1H-imidazol-2-yl)methyl)-2-(trifluoromethyl)pyridine ClC=1C(=NC(=CC1)C(C=1NC=C(N1)S(=O)(=O)C)C1=CC=C(C=C1)Cl)C(F)(F)F